Cl.ClC=1C(=C(C=CC1)C(C(CN)NC1CC1)C1CCC1)F 1-((3-chloro-2-fluorophenyl)(cyclobutyl)methyl)-N1-cyclopropylethane-1,2-diamine hydrochloride